3-(5-[[2-(dimethylamino)ethyl]amino]-6-methylpyridin-2-yl)-1H-indole-7-carbonitrile 2,2,2-trifluoroacetate FC(C(=O)O)(F)F.CN(CCNC=1C=CC(=NC1C)C1=CNC2=C(C=CC=C12)C#N)C